COC=1C(=NC=CC1)C=1CCNCC1 3-Methoxy-1',2',3',6'-tetrahydro-2,4'-bipyridine